ClC=1C=C(C=C(C1)Cl)C1=CC=2C3(C4=CC=CC=C4C2C=C1)C1=CC=CC=C1C=1C=CC=CC13 2-(3,5-dichlorophenyl)-9,9'-spirobi[fluorene]